FC1(OC2=C(O1)C=CC=C2CN2C(CC(CC2)CC2=NC(=CC=C2F)NC=2SC=CN2)C)F ((2,2-difluorobenzo[d][1,3]dioxol-4-yl)methyl)-4-((3-fluoro-6-(thiazol-2-ylamino)pyridin-2-yl)methyl)-2-methylpiperidine